ClC1=CC(=NC=N1)C1=NN(C2=CC=C(C=C12)OC(C)C)COCC[Si](C)(C)C 2-[[3-(6-chloropyrimidin-4-yl)-5-isopropoxy-indazol-1-yl]methoxy]ethyl-trimethyl-silane